C(C)C=1C=C(COC(=O)NC2=C(N=NN2C2=CC=C(C=C2)C2=CC=C(C=C2)C2(CC2)C(=O)O)C)C=CC1 1-(4'-(5-((((3-ethylbenzyl)oxy)carbonyl)amino)-4-methyl-1H-1,2,3-triazol-1-yl)-[1,1'-biphenyl]-4-yl)cyclopropane-1-carboxylic acid